methyl 4-methylcyclohexylformate CC1CCC(CC1)C(=O)OC